Oleoylglycerin C(CCCCCCC\C=C/CCCCCCCC)(=O)C(O)C(O)CO